ClC1=C(C=CC=C1Cl)B(O)O 2,3-dichloro-benzene-boronic acid